N-hexanoyl-4-(trifluoromethyl)benzamide C(CCCCC)(=O)NC(C1=CC=C(C=C1)C(F)(F)F)=O